COC1=CC=C2CCN3C(C2=C1)CC(CC3)O 10-methoxy-1,3,4,6,7,11b-hexahydro-2H-pyrido[2,1-a]isoquinolin-2-ol